C1=C2CN3C(C2=CC=C1)=NC1=C3C=CC=C1 benzo(4,5)imidazo(2,1-a)isoindole